S1C=2N(CC(C1)O)C1=C(N2)C=CC=C1 3,4-dihydro-2H-benzo[4,5]imidazo[2,1-b][1,3]thiazin-3-ol